(2S,5R)-5-(3-chlorophenyl)pyrrolidine-2-carboxylic acid methyl ester COC(=O)[C@H]1N[C@H](CC1)C1=CC(=CC=C1)Cl